2,3-dihydrobenzofuran-2-carbonyl chloride O1C(CC2=C1C=CC=C2)C(=O)Cl